saccharine calcium salt [Ca].S1(=O)(=O)NC(=O)C2=CC=CC=C12